C(#N)N1[C@H]2[C@@H](C[C@@H]1CC2)NC(=O)[C@@H]2CC1=CN(N=C1CC2)C2=NC(=CC=C2)C (5S)-N-((1R,2R,4S)-7-cyano-7-azabicyclo[2.2.1]heptan-2-yl)-2-(6-methyl-2-pyridinyl)-4,5,6,7-tetrahydro-2H-indazole-5-carboxamide